FC1=CC=C(C=C1)S(=NC(CC=1N=C2N(C=C(C=C2)C2=NOC(=N2)C(F)(F)F)C1)=O)(=O)C N-((4-fluorophenyl)(methyl)(oxo)-λ6-sulfaneylidene)-2-(6-(5-(trifluoromethyl)-1,2,4-oxadiazol-3-yl)imidazo[1,2-a]pyridin-2-yl)acetamide